(6-Chloropyridin-3-yl)-1H-pyrrole-1-carboxylic acid tert-butyl ester C(C)(C)(C)OC(=O)N1C(=CC=C1)C=1C=NC(=CC1)Cl